N1(CCCC1)S(=O)(=O)C=1C=C(C=CC1)CC(=O)N1CCN(CC1)C=1C=CC=2N(N1)C=NN2 2-[3-(pyrrolidine-1-sulfonyl)phenyl]-1-(4-{[1,2,4]triazolo[4,3-b]pyridazin-6-yl}piperazin-1-yl)ethan-1-one